benzyl-1,1'-biphenyl C(C1=CC=CC=C1)C1=C(C=CC=C1)C1=CC=CC=C1